C1(=CC=C(C=C1)NC1=CC=CC=C1)C N-(p-tolyl)aniline